C(C)C=1C(=NC=2N(C1OCC1=CC=CC=C1)N=C(C2C(=O)OC=2C(=NC=C(C2)N)N2C=NC(=C2C)C)Br)Cl 5-Amino-2-(4,5-dimethyl-1H-imidazol-1-yl)pyridin-3-ol ethyl-7-(benzyloxy)-2-bromo-5-chloropyrazolo[1,5-a]pyrimidine-3-carboxylate